3-ethoxy-4-isopropenylcyclobutene-1,2-dione C(C)OC=1C(C(C1C(=C)C)=O)=O